FC(C1=C(C=C2CCCN(C2=C1)C=1C2=CN(C=C2C=C(C1)C1CCN(CC1)S(=O)(=O)C=C)C(C)=O)C=1C=NN(C1)C)F 1-(4-(7-(difluoromethyl)-6-(1-methyl-1H-pyrazol-4-yl)-3,4-dihydroquinolin-1(2H)-yl)-6-(1-(vinylsulfonyl)piperidin-4-yl)isoindol-2-yl)ethan-1-one